C1(CC1)C(=O)OC=S(=O)=O sulfonylmethyl cyclopropanecarboxylate